CC(=CCNC1=C2C(=NC=N1)N(C=N2)[C@H]3[C@@H]([C@@H]([C@H](O3)COP(=O)(O)OP(=O)(O)OP(=O)(O)O)O)O)C The molecule is a purine ribonucleoside 5'-diphosphate that is ATP substituted at position N-6 by a dimethylallyl (isopentenyl) group. It is an adenosine 5'-phosphate and a purine ribonucleoside 5'-triphosphate. It derives from an ATP. It is a conjugate acid of a N(6)-(dimethylallyl)adenosine 5'-triphosphate(4-).